heptyl-(4-hydroxybutyl)dimethylammonium C(CCCCCC)[N+](C)(C)CCCCO